tert-butyl 3-(2-((5-cyanopyridin-2-yl)(3-fluoro-4-methoxybenzyl)amino)ethyl)-2,4-dioxa-9-azaspiro[5.5]undecane-9-carboxylate C(#N)C=1C=CC(=NC1)N(CCC1OCC2(CO1)CCN(CC2)C(=O)OC(C)(C)C)CC2=CC(=C(C=C2)OC)F